NN(CC(=O)O)C1=CC=CC=C1 N-aminophenyl-glycine